Cl.COC1=CC=C(C=C1)NC(C1=NC=C(C=C1)CCCCC)=O N-(4-methoxyphenyl)-5-pentylpicolinamide hydrogen chloride